O1C(=CC2=C1C=CC=C2)C(=O)C2=CC=CC=C2 benzofuran-2-yl-(phenyl)methanone